S(=O)(=O)(C1=CC=C(C)C=C1)P(C1=CC=CC=C1)C1=CC=CC=C1 Tosyl-diphenyl-phosphorus